ClC=1C=C2C=CN(C2=C(C1)C1=C2C(=NC=C1)C=C(S2)CN2C(C1C(C1C2=O)(C)C)=O)CC2(CNC2)C#N 3-((5-Chloro-7-(2-((6,6-Dimethyl-2,4-dioxo-3-azabicyclo[3.1.0]hex-3-yl)methyl)thieno[3,2-b]pyridin-7-yl)-1H-indol-1-yl)methyl)azetidine-3-carbonitrile